C1(CC1)N1CCC(CC1)C1=NC(=NO1)[C@@H]1C([C@H]1C1=CC=C(C=C1)S(=O)(=O)N)(C)C 4-{(1S,3S)-3-[5-(1-cyclopropylpiperidin-4-yl)-1,2,4-oxadiazol-3-yl]-2,2-dimethylcyclopropyl}benzenesulfonamide